CC(C#CC(O)(O)C)CCCC dimethyl-octaynediol